N1(C=NC=C1)C=1N=C(C2=C(N1)C=CN2)C(=O)NC2CCC(CC2)NC([C@](C(F)(F)F)(C)O)=O 2-(1H-imidazol-1-yl)-N-((1R,4R)-4-((S)-3,3,3-trifluoro-2-hydroxy-2-methylpropionamido)cyclohexyl)-5H-pyrrolo[3,2-d]pyrimidine-4-carboxamide